5-(4-((1S,2R)-2-isopropylcyclopropyl)imidazo[1,5-b]pyridazin-2-yl)pyrimidine-2,4(1H,3H)-dione C(C)(C)[C@@H]1[C@H](C1)C=1C=2N(N=C(C1)C=1C(NC(NC1)=O)=O)C=NC2